E-1,1,1,2,3,5,5,6,6,7,7,7-dodecafluoro-2,4-bis(trifluoromethyl)-3-heptene FC(C(/C(=C(/C(C(C(F)(F)F)(F)F)(F)F)\C(F)(F)F)/F)(C(F)(F)F)F)(F)F